FC=1C=CC(=C2CC[C@H](C12)OC1=CC=C(C=C1)[C@H](CC(=O)O)C#CC)C=1C=NC(=CC1)O[C@@H]1COCC1 (S)-3-(4-(((R)-7-Fluoro-4-(6-(((S)-tetrahydrofuran-3-yl)oxy)pyridin-3-yl)-2,3-dihydro-1H-inden-1-yl)oxy)phenyl)hex-4-ynoic Acid